(2S,3S)-2,3-epoxybutane C[C@H]1[C@H](C)O1